C1(=CC=CC2=CC=CC=C12)N(C1=CC=C(C=C1)C1=CC=C(N(C2=CC=CC=C2)C2=CC=CC3=CC=CC=C23)C=C1)C1=CC=CC=C1 N,N'-bis(naphthalene-1-yl)-N,N'-diphenyl-benzidine